(S)-(tetrahydro-2H-pyran-2-yl)methanol 3,4-dihydro-2H-1,4-benzoxazine-6-sulfonyl-2H,4H,5H,6H-pyrrolo[3,4-c]pyrazole-5-carboxylate O1CCNC2=C1C=CC(=C2)S(=O)(=O)N2N=C1C(=C2)CN(C1)C(=O)OC[C@H]1OCCCC1